C1(CC1)CNCC1=CC(=C2CN(C(C2=C1)=O)C1=CC(=CC(=C1)C1(CCC1)CC1=NN=CN1C)NC(C)C)C(F)(F)F 6-(((cyclopropylmethyl)amino)methyl)-2-(3-(isopropylamino)-5-(1-((4-methyl-4H-1,2,4-triazol-3-yl)methyl)cyclobutyl)phenyl)-4-(trifluoromethyl)isoindolin-1-one